ethylene methyl methacrylate ethyl-methacrylate glycidyl-methacrylate C(C1CO1)OC(C(=C)C)=O.C(C)OC(C(=C)C)=O.C(C(=C)C)(=O)OC.C=C